tert-Butyl N-[5-(tert-butylcarbamoyl)-4-chloro-thiazol-2-yl]carbamate C(C)(C)(C)NC(=O)C1=C(N=C(S1)NC(OC(C)(C)C)=O)Cl